C(#N)C=1C=C2C(=CNC2=CC1)CCCN1CCN(CC1)C(=O)C=1C=C(C=CC1OC(C)C)S(=O)(=O)NCC1CC1 3-[4-[3-(5-cyano-1H-indol-3-yl)propyl]piperazine-1-carbonyl]-4-isopropoxy-N-cyclopropylmethyl-benzenesulfonamide